(R)-N-(5-((4-(3,3-dimethyl-2,3-dihydro-1H-pyrrolo[3,2-b]pyridin-1-yl)-1,3,5-triazin-2-yl)amino)-2-(3-(dimethylamino)pyrrolidin-1-yl)-4-methoxyphenyl)acrylamide CC1(CN(C=2C1=NC=CC2)C2=NC(=NC=N2)NC=2C(=CC(=C(C2)NC(C=C)=O)N2C[C@@H](CC2)N(C)C)OC)C